zinc linoleate hydroxide [OH-].C(CCCCCCC\C=C/C\C=C/CCCCC)(=O)[O-].[Zn+2]